5-cyclopropyl-2-methoxy-benzenesulfonamide C1(CC1)C=1C=CC(=C(C1)S(=O)(=O)N)OC